CC1=C(NC(NC1=O)=O)C(F)(F)F methyl-2,6-dioxo-4-(trifluoromethyl)pyrimidin